4,7-dimethoxy-2-(1-methylpiperidin-4-yl)-1H-benzo[d]imidazole COC1=CC=C(C=2NC(=NC21)C2CCN(CC2)C)OC